2,5-divinylbenzene-1,4-Dicarboxaldehyde C(=C)C1=C(C=C(C(=C1)C=O)C=C)C=O